9-(trifluoromethyl)-11H-pyrazino[2,3-b]phenoxazine FC(C1=CC=C2OC=3C=C4C(=CC3NC2=C1)N=CC=N4)(F)F